N1CC(C1)N(CCCO)C 3-(azetidin-3-yl-(methyl)amino)propan-1-ol